4-((2-fluorophenyl)ethynyl)-N-((1-hydroxycyclohexyl)methyl)benzamide methyl-N-[5-[6-[(4-fluoro-3-methoxy-phenyl)-methyl-carbamoyl]imidazo[4,5-c]pyridin-1-yl]-2-pyridyl]carbamate COC(NC1=NC=C(C=C1)N1C=NC=2C=NC(=CC21)C(N(C)C2=CC(=C(C=C2)F)OC)=O)=O.FC2=C(C=CC=C2)C#CC2=CC=C(C(=O)NCC1(CCCCC1)O)C=C2